FC=1C=C(C=CC1F)C=1N(C(=CC(C1C(=O)O)=O)CN1N=C(C=C1)C(F)(F)F)CC 2-(3,4-difluorophenyl)-1-ethyl-4-oxo-6-[[3-(trifluoromethyl)pyrazol-1-yl]methyl]pyridine-3-carboxylic acid